COC(C1=C(C(=C(C(=C1)Br)O)O)C)=O 5-Bromo-3,4-dihydroxy-2-methylbenzoic acid methyl ester